C1(CCCC1)C1=C(C(=O)O)C=CC(=C1)C=1C=2N(N=CC1)C=C(C2)C2=C(C=CC=C2)F 2-Cyclopentyl-4-[6-(2-fluorophenyl)pyrrolo[1,2-b]pyridazin-4-yl]benzoic Acid